2-(2-cyclobutylcyclopropyl)-4,4,5,5-tetramethyl-1,3,2-Dioxaborolane C1(CCC1)C1C(C1)B1OC(C(O1)(C)C)(C)C